methyltetrahydro-2H-pyran-4-carboximidamide CC1OCCC(C1)C(N)=N